2,4,6,8-Tetramethyl-2-[3-(oxiranylmethoxy)propyl]cyclotetrasiloxane C[Si]1(O[SiH](O[SiH](O[SiH](O1)C)C)C)CCCOCC1OC1